C1(CCCC1)[C@@H](CC#N)N1N=CC(=C1)C=1C2=C(N=CN1)N(C=C2)COCC[Si](C)(C)C |r| rac-3-cyclopentyl-3-{4-[7-(2-trimethylsilylethoxymethyl)-7H-pyrrolo[2,3-d]pyrimidin-4-yl]pyrazol-1-yl}propionitrile